8-(4-chloro-2-fluorophenyl)-2,3-dimethyl-6-[(2S,4S)-2-(1-methyl-1H-pyrazol-4-yl)oxacyclohex-4-yl]-3H,4H-pyrimido[5,4-d][1,3]diazin-4-one ClC1=CC(=C(C=C1)C1=NC(=NC2=C1N=C(N(C2=O)C)C)[C@@H]2C[C@H](OCC2)C=2C=NN(C2)C)F